C1(CCCCC1)N[C@H](CC1CCCCC1)C(=O)N1[C@@H](CN(CC1)C(=O)OC1=C(C(=CC=C1)CN)Cl)C(NCC=1SC=CC1)=O 3-(aminomethyl)-2-chlorophenyl (3S)-4-(N,3-dicyclohexyl-D-alanyl)-3-[(thiophen-2-ylmethyl)carbamoyl]piperazine-1-carboxylate